C1CCC2=C(C=3CCCC3C=C12)NC(=O)N=S(=O)(N)C=1C=C2CCN(CC2=CC1)C N'-((1,2,3,5,6,7-hexahydro-s-indacen-4-yl)carbamoyl)-2-methyl-1,2,3,4-tetrahydroisoquinoline-6-sulfonimidamide